C(N)(=O)N[C@H](CC1=CNC2=CC=CC=C12)C(=O)O |r| DL-N-carbamyl-tryptophan